N-(phenylaminocarbonyl)-phenylalanine-benzyl ester C(C1=CC=CC=C1)OC([C@@H](NC(=O)NC1=CC=CC=C1)CC1=CC=CC=C1)=O